tert-butyl (2S)-2-(cyanomethyl)-4-(7-(5-methyl-1H-indazol-4-yl)-2-(((S)-1-methyl pyrrolidin-2-yl)methoxy)-7,8-dihydro-5H-pyrano[4,3-d]pyrimidin-4-yl)piperazine-1-carboxylate C(#N)C[C@@H]1N(CCN(C1)C=1C2=C(N=C(N1)OC[C@H]1N(CCC1)C)CC(OC2)C2=C1C=NNC1=CC=C2C)C(=O)OC(C)(C)C